N12CCN(C(CC1)C2)C=2C=1N(C=C(C2)C2CC2)C=C(N1)CNC1=CC(=NC=C1)NC(=O)[C@@H]1[C@H](C1)C1=CC(=CC=C1)Cl (1S,2S)-N-(4-(((8-(1,4-diazabicyclo[3.2.1]octan-4-yl)-6-cyclopropyl-imidazo[1,2-a]pyridin-2-yl)methyl)amino)pyridin-2-yl)-2-(3-chlorophenyl)cyclopropane-1-carboxamide